OC1=C2C(C=COC2=C(C(=C1)O)[C@@H]1[C@@H](CN(CC1)C)O)=O 5,7-dihydroxy-8-[(3S,4R)-3-hydroxy-1-methyl-4-piperidinyl]-4-chromenone